C(OCC(CC)CCCC)OCC(CC)CCCC 3,3'-[Methylenbis(oxymethylen)]bis[heptan]